CC1=NC(=CC(=C1)C=1NC2=CC=C(C=C2C1C(C)C)C1OCCN(C1)CC(=O)N(C)C)C 2-(2-(2-(2,6-dimethylpyridin-4-yl)-3-isopropyl-1H-indol-5-yl)morpholino)-N,N-dimethylacetamide